(2S,3S)-3-(4-chlorophenyl)-3-[(1R)-1-(4-chlorophenyl)-7-fluoro-6-[(1S)-1-hydroxy-1-(oxan-4-yl)propyl]-1-methoxy-3-oxo-2,3-dihydro-1H-isoindol-2-yl]-2-methylpropanoic acid ClC1=CC=C(C=C1)[C@H]([C@@H](C(=O)O)C)N1[C@@](C2=C(C(=CC=C2C1=O)[C@](CC)(C1CCOCC1)O)F)(OC)C1=CC=C(C=C1)Cl